(2R,3S)-2-(3-(5-chloro-6-fluoro-1H-benzo[d]imidazol-1-yl)propyl)piperidin-3-ol dihydrochloride Cl.Cl.ClC1=CC2=C(N(C=N2)CCC[C@H]2NCCC[C@@H]2O)C=C1F